CN(CCCNC(OC1=CC=C(C=C1)C1=C(C=C2C(=N1)N(N=C2NC(=O)C=2C=NSC2)CCCCC(C)C)Cl)=O)C 4-(5-chloro-3-(isothiazole-4-carboxamido)-1-(5-methylhexyl)-1H-pyrazolo[3,4-b]pyridin-6-yl)phenyl (3-(dimethylamino)propyl)carbamate